COC1CN(C1)C1=NC(=NC=C1C1=CC=C(C=C1)N1C(CCC1)=O)NC1=CC2=C(OC[C@H]3N2C(CC3)=O)N=C1 (S)-2-((4-(3-methoxy-azetidin-1-yl)-5-(4-(2-oxopyrrolidin-1-yl)phenyl)pyrimidin-2-yl)amino)-6,6a,7,8-tetrahydro-9H-pyrido-[2,3-b]pyrrolo[1,2-d]-[1,4]oxazin-9-one